FC(C1=NN2C(N=C(C=C2NC[C@](C)(C2=CC=C(C=C2)F)[C@H]2CN(CC2)C(=O)N)C(F)(F)F)=C1)(F)F (S)-3-((S)-1-((2,5-bis(trifluoromethyl)pyrazolo[1,5-a]pyrimidin-7-yl)amino)-2-(4-fluorophenyl)propan-2-yl)pyrrolidine-1-carboxamide